FC([C@@H](C)OS(=O)(=O)C)F |r| racemic-1,1-difluoropropan-2-ylmethylsulfonate